NC1=NC(=CC=C1O)Br 2-amino-6-bromopyridin-3-ol